(2r,3r)-3-(3,4-dimethoxybenzyl)-N-hexyl-4-hydroxy-2-(4-hydroxy-3-methoxybenzyl)butanamide COC=1C=C(C[C@H]([C@H](C(=O)NCCCCCC)CC2=CC(=C(C=C2)O)OC)CO)C=CC1OC